OC([C@H]1N(CCC1)C(CNC(=O)C1=CC=NC2=CC=CC=C12)=O)C1=NC=NN1 N-(2-((2S)-2-(hydroxy(1H-1,2,4-triazol-5-yl)methyl)pyrrolidin-1-yl)-2-oxoethyl)quinoline-4-carboxamide